ClC(COC1=CC=C(C=C1)N(C(CCCCC(=O)N)=O)C1=CC=C(C=C1)OCC(Cl)O)O N,N-bis(4-(2-chloro-2-hydroxyethoxy)phenyl)hexanediamide